N1C(=NC2=C1C=CC=C2)SC2=CC=C(\C=C/1\C(=C(C3=CC(=CC=C13)F)CC(=O)O)C)C=C2 (Z)-2-(1-(4-((1H-Benzo[d]imidazol-2-yl)thio)benzylidene)-5-fluoro-2-methyl-1H-inden-3-yl)acetic acid